N1CCC(CC1)C1=CC=C(OCCCOCCOCCO)C=C1 2-(2-(3-(4-(piperidin-4-yl)phenoxy)propoxy)ethoxy)ethanol